1-(3-(dimethylsulfamoyl)benzoyl)-N-((1R)-1-(2-fluoro-4-(trifluoromethyl)phenyl)-2-methylpropyl)-D-prolinamide CN(S(=O)(=O)C=1C=C(C(=O)N2[C@H](CCC2)C(=O)N[C@H](C(C)C)C2=C(C=C(C=C2)C(F)(F)F)F)C=CC1)C